5-methyl-8-((3r,4r)-3-methyl-4-(2,4,6-trifluorophenoxy)piperidin-1-yl)-6-oxo-5,6-dihydro-1,5-naphthyridine-2-carbonitrile CN1C=2C=CC(=NC2C(=CC1=O)N1C[C@H]([C@@H](CC1)OC1=C(C=C(C=C1F)F)F)C)C#N